C(C)OC([C@@H](CC(C)C)NC([C@H](CCC1=NC2=C(N1C)C=CC(=C2)N)NC(=O)OC(C)(C)C)=O)=O (2R)-2-[[(2S)-4-(5-amino-1-methyl-benzoimidazol-2-yl)-2-(tert-butoxycarbonylamino)butanoyl]amino]-4-methyl-pentanoic acid ethyl ester